COC(=O)[C@]1(CO[C@]2([C@@H]1CCNC2)C=C)C3=CC4=CC=CC=C4N3 The molecule is an organooxygen compound and an organonitrogen compound. It has a role as a metabolite. It derives from a delta-amino acid.